C(CCCCCCCCCCC)OC1=CC=2C(=NSN2)C=C1OCCCCCCCCCCCC 5,6-bis(dodecyloxy)benzo[c][1,2,5]thiadiazol